Cl.FC1(CC(C1)N)F 3,3-difluoro-cyclobutan-1-amine hydrochloride